ethyl (((2S)-1-((1-((3,5-dimethoxybenzyl)amino)-1,2-dioxopentan-3-yl)amino)-4-methyl-1-oxopentan-2-yl)carbamoyl)glycinate COC=1C=C(CNC(C(C(CC)NC([C@H](CC(C)C)NC(=O)NCC(=O)OCC)=O)=O)=O)C=C(C1)OC